(R)-N-((S)-1'-(8-bromo-7-methylimidazolo[1,2-c]pyrimidin-5-yl)-1,3-dihydrospiro[indene-2,4'-piperidin]-1-yl)-2-methylpropan-2-sulfinamide BrC=1C=2N(C(=NC1C)N1CCC3(CC1)[C@@H](C1=CC=CC=C1C3)N[S@](=O)C(C)(C)C)C=CN2